1-(2-chloro-4-hydroxyphenyl)-3-(pyridin-4-yl)urea ClC1=C(C=CC(=C1)O)NC(=O)NC1=CC=NC=C1